ClC=1C=C(C(=O)N2CC(CCC2)C(=O)NC2=CC=NN2C(C)C)C=CC1Cl 1-(3,4-dichlorobenzoyl)-N-(1-isopropyl-1H-pyrazol-5-yl)piperidine-3-carboxamide